FC1=CC=2OC[C@H]3CNC(C=4C=NN5C4N=C(N[C@@H](C(=C1)C2O3)C)C=C5)=O (2R,14R)-19-fluoro-2-methyl-16,22-dioxa-3,5,7,8,12-pentaazapentacyclo[12.6.2.24,7.06,10.017,21]tetracosa-1(20),4,6(10),8,17(21),18,23-heptaen-11-one